(S)-4-(7-(3,5-difluoro-4-methylphenyl)-7H-pyrrolo[2,3-d]pyrimidin-4-yl)-3-methylpiperazine-1-carboxylic acid tert-butyl ester C(C)(C)(C)OC(=O)N1C[C@@H](N(CC1)C=1C2=C(N=CN1)N(C=C2)C2=CC(=C(C(=C2)F)C)F)C